8-methyl 7-vinylspiro[chroman-3,4'-piperidine]-1',8-dicarboxylate C(=C)C1=CC=C2CC3(CCN(CC3)C(=O)[O-])COC2=C1C(=O)OC